N1CC(CCC1)[NH-] 3-Piperidinylamide